N-(2-bromo-4-(perfluoropropan-2-yl)-6-(trifluoromethyl)phenyl)-2-fluoro-3-((hydroxy)(4-fluorobenzoyl)amino)benzamide BrC1=C(C(=CC(=C1)C(C(F)(F)F)(C(F)(F)F)F)C(F)(F)F)NC(C1=C(C(=CC=C1)N(C(C1=CC=C(C=C1)F)=O)O)F)=O